1-(4-cyano-3-(trifluoromethyl)phenyl)-3-(1,1-dioxidobenzo[b]thiophen-6-yl)urea C(#N)C1=C(C=C(C=C1)NC(=O)NC=1C=CC2=C(S(C=C2)(=O)=O)C1)C(F)(F)F